FC(C=1C=C(CN2C=C(C=3C2=NC=CC3)/C=C(/C(=O)OCCCCCCCC)\C#N)C=C(C1)C(F)(F)F)(F)F Octyl (E)-3-(1-(3,5-bis(trifluoromethyl)benzyl)-1H-pyrrolo[2,3-b]pyridin-3-yl)-2-cyanoacrylate